CN1N=C(C=C1C)NC1=NC=C(C(=N1)C1=CNC2=C(C=CC=C12)N1CC=2C(=NC=CC2C1=O)C1=CC=NC=C1)C 2-(3-(2-((1,5-dimethyl-1H-pyrazol-3-yl)amino)-5-methylpyrimidin-4-yl)-1H-indol-7-yl)-4-(pyridin-4-yl)-2,3-dihydro-1H-pyrrolo[3,4-c]pyridin-1-one